C(CCCCCCCCCCCCCCCCC)NCCNCCNCCCCCCCCCCCCCCCCCC 1,7-distearyldiethylenetriamine